FC1=C(C(=C(C(=C1S(=O)(=O)C)F)F)F)F 1,2,3,4,5-pentakis(fluoranyl)-6-methylsulfonyl-benzene